[(5-cyclohexyl-2-methyl-4-oxocyclohexa-2,5-dien-1-ylidene)amino] benzenesulfonate C1(=CC=CC=C1)S(=O)(=O)ON=C1C(=CC(C(=C1)C1CCCCC1)=O)C